FC(CN1N=NC2=C1C=C(C=C2)C=2C(=CN1N=C(N=C(C12)OC)N[C@H]1[C@H](CN(CC1)C1COC1)F)F)F 5-(1-(2,2-difluoroethyl)-1H-benzo[d][1,2,3]triazol-6-yl)-6-fluoro-N-((3S,4R)-3-fluoro-1-(oxetan-3-yl)piperidin-4-yl)-4-methoxypyrrolo[2,1-f][1,2,4]triazin-2-amine